(E)-N-(2-butoxy-3,4-difluorophenyl)-3-(1H-indol-5-yl)acrylamide C(CCC)OC1=C(C=CC(=C1F)F)NC(\C=C\C=1C=C2C=CNC2=CC1)=O